(R or S)-tert-butyl 2-(4-cyclopropylphenyl)-8-oxo-2,3,4,5a,6,7,8,9-octahydro-5H-1,2,5,7-tetraazabenzo[cd]azulene-5-carboxylate C1(CC1)C1=CC=C(C=C1)N1N=C2CC(NC[C@H]3C2=C1CCN3C(=O)OC(C)(C)C)=O |o1:16|